(1-(2-methoxyethyl)-1H-pyrazol-4-yl)methylamine hydrochloride Cl.COCCN1N=CC(=C1)CN